magnesium-zinc hydroxide [OH-].[Zn+2].[Mg+2].[OH-].[OH-].[OH-]